1-methyl-N-((6-(1-(5-methylisoxazol-3-yl)propan-2-yl)-1H-indol-2-yl)methyl)cyclopropane-1-carboxamide CC1(CC1)C(=O)NCC=1NC2=CC(=CC=C2C1)C(CC1=NOC(=C1)C)C